C(C=C)(=O)N1C[C@@H](CC1)N1C(N(C=2C=NC=CC21)C2=CC(=C(C=C2)OCC2=CC(=C(C=C2)Cl)Cl)Cl)=O (R)-1-(1-acryloylpyrrolidin-3-yl)-3-(3-chloro-4-((3,4-dichlorobenzyl)oxy)phenyl)-1H-imidazo[4,5-c]pyridin-2(3H)-one